2-amino-N-(1-(4-chloro-7-ethoxy-2-(2-methoxyethyl)-2H-indazol-6-yl)ethyl)pyrazolo[1,5-a]pyrimidine-3-carboxamide NC1=NN2C(N=CC=C2)=C1C(=O)NC(C)C=1C=C(C2=CN(N=C2C1OCC)CCOC)Cl